2-fluoro-ethanone FCC=O